ClC=1C=CC(=C2C=CN(C12)CC)CN1CCC(CC1)N1CCCC1 7-chloro-1-ethyl-4-{[4-(pyrrolidin-1-yl)piperidin-1-yl]methyl}-1H-indol